[2-[[(S)-phenyl-[(3R)-1,2,3,4-tetrahydro-1,5-naphthyridin-3-yl]methyl]amino]ethyl]benzonitrile C1(=CC=CC=C1)[C@H]([C@H]1CNC2=CC=CN=C2C1)NCCC1=C(C#N)C=CC=C1